CC1(OB(OC1(C)C)C=1C=C2C(=CNC2=CC1)C#N)C 5-(4,4,5,5-tetramethyl-1,3,2-dioxaborolan-2-yl)-1H-indole-3-carbonitrile